COC=1C=C(C=C(C1)OC)N1C(CN(C(C1)=O)C(=O)C1CC1)=O 1-(3,5-dimethoxyphenyl)-4-(cyclopropanecarbonyl)piperazine-2,5-dione